1,2,4-tris(bromopropyloxy)benzene BrCCCOC1=C(C=C(C=C1)OCCCBr)OCCCBr